COC([C@@H](N(C([C@@H](CC)NC(=O)OC(C)(C)C)=O)CC1=CC=CC=C1)C)=O N-benzyl-N-((R)-2-((tert-butoxycarbonyl)amino)butanoyl)-L-alanine methyl ester